FC1=C(C=C(C=C1)NC(=O)C=1N=C(OC1C)C)N1N=C2N=CC(=CC2=C1)C(C)C N-{4-fluoro-3-[5-(propan-2-yl)-2H-pyrazolo[3,4-b]pyridin-2-yl]phenyl}-2,5-dimethyl-1,3-oxazole-4-carboxamide